1-(4-(trifluoromethyl)phenyl)ethan FC(C1=CC=C(C=C1)CC)(F)F